methyl (2-chlorophenyl) ((R)-2-(4-cyano-3-fluorophenoxy)henicosyl) phosphate P(=O)(OC)(OC1=C(C=CC=C1)Cl)OC[C@@H](CCCCCCCCCCCCCCCCCCC)OC1=CC(=C(C=C1)C#N)F